Methyl 2-((4-(6-((5-cyanothiophen-2-yl)methoxy)pyridin-2-yl)piperidin-1-yl) methyl)-1-(2-methoxyethyl)-1H-benzo[d]imidazole-6-carboxylate C(#N)C1=CC=C(S1)COC1=CC=CC(=N1)C1CCN(CC1)CC1=NC2=C(N1CCOC)C=C(C=C2)C(=O)OC